CN1CCN(CC1)C=1C=CC(=NC1)NC=1C=CC(=C2CNC(C12)=O)C=1C=NN2C1N=CC(=C2)C 7-[[5-(4-methylpiperazin-1-yl)-2-pyridyl]amino]-4-(6-methylpyrazolo-[1,5-a]pyrimidin-3-yl)isoindolin-1-one